C(C)(C)(C)C1=CC=C(CN2CCC(CC2)N2N=CC3=CC=CC=C23)C=C1 1-(1-(4-(tert-butyl)benzyl)piperidin-4-yl)-1H-indazole